Z-(+)-tartrate C(=O)([O-])C(O)C(O)C(=O)[O-]